N(=[N+]=[N-])C(C(=O)C1=CC=C(C=C1)I)F 2-azido-1-(4-iodophenyl)-2-fluoroethane-1-one